2-(((2R,3R,4S,5R)-5-(6-amino-2-chloro-9H-purin-9-yl)-4-fluoro-3-hydroxytetrahydrofuran-2-yl)methoxy)-3-ethoxy-3-oxo-2-(4-(trifluoromethoxy)benzyl)propanoic acid NC1=C2N=CN(C2=NC(=N1)Cl)[C@H]1[C@H]([C@@H]([C@H](O1)COC(C(=O)O)(C(=O)OCC)CC1=CC=C(C=C1)OC(F)(F)F)O)F